CN1N=CC(=C1)C=1C=NC=C(N1)N1C[C@H](NCC1)C (R)-3-(1-methyl-1H-pyrazol-4-yl)-5-(3-methylpiperazin-1-yl)pyrazine